(3R,4S)-1-(6-(4-chlorophenyl)-2-(pyridin-3-yl)pyrimidin-4-yl)-4-(hydroxymethyl)piperidin-3-ol ClC1=CC=C(C=C1)C1=CC(=NC(=N1)C=1C=NC=CC1)N1C[C@@H]([C@@H](CC1)CO)O